(3S,4S)-8-(3-((2,3-difluorophenyl)ethynyl)-5-(fluoromethyl)-1H-pyrazolo[3,4-b]pyrazin-6-yl)-3-methyl-2-oxa-8-azaspiro[4.5]decan-4-amine FC1=C(C=CC=C1F)C#CC1=NNC2=NC(=C(N=C21)CF)N2CCC1([C@@H]([C@@H](OC1)C)N)CC2